C(C1=CC=CC=C1)N1CCC(CC1)C1=CC=CC2=CC=CC=C12 1-benzyl-4-(naphthalene-1-yl)piperidine